6-Methyl-4-((1-methylcyclopropyl)amino)-2-(methylsulfinyl)pyrido[4,3-d]pyrimidin-5(6H)-one CN1C(C2=C(N=C(N=C2NC2(CC2)C)S(=O)C)C=C1)=O